FC(C(=O)O)(F)F.N1(CC=C2C1=CCN=C2)S(=O)(=O)N pyrrolo[2,3-d]pyridine-1(6H)-sulfonamide trifluoroacetate